zirconium bis(ethylacetoacetate) C(C)CC(CC(=O)[O-])=O.C(C)CC(CC(=O)[O-])=O.[Zr+2]